O=C1N(CCC(N1)=O)C1=C2C=C(N(C2=CC=C1)C1CCN(CC1)C(=O)OC(C)(C)C)C tert-butyl 4-(4-(2,4-dioxotetrahydropyrimidin-1(2H)-yl)-2-methyl-1H-indol-1-yl)piperidine-1-carboxylate